4-(6-phenyl-[1,2,4]triazolo[4,3-a]pyrazin-3-yl)benzoic acid C1(=CC=CC=C1)C=1N=CC=2N(C1)C(=NN2)C2=CC=C(C(=O)O)C=C2